2-(3,5-dichloro-4-((4-oxo-3,4-dihydrophthalazin-1-yl)oxy)phenyl)propanoic acid ClC=1C=C(C=C(C1OC1=NNC(C2=CC=CC=C12)=O)Cl)C(C(=O)O)C